N1C=NC2=C1C=CC=N2 PYRIDO[2,3-D]IMIDAZOLE